C1(CCC1)NCC1CN(CC1)C1=CC=C(N=N1)C1=C(C=C(C(=C1)F)C1=CN=C(S1)C)O 2-(6-{3-[(cyclobutylamino)methyl]pyrrolidin-1-yl}pyridazin-3-yl)-4-fluoro-5-(2-methyl-1,3-thiazol-5-yl)phenol